NC1=NC=C(C=N1)C1=NC(=NC(=N1)N1CCOCC1)N1CCN(CC1)CCCCCC(=O)NO 6-(4-(4-(2-aminopyrimidin-5-yl)-6-morpholino-1,3,5-triazin-2-yl)piperazin-1-yl)-N-hydroxyhexanamide